CC1C(C(C(CC1)C)C(=O)[O-])C(=O)[O-] 3,6-dimethylcyclohexane-1,2-dicarboxylate